(E)-thiomorpholine-4-carboxylate 1-oxide N1(CCS(CC1)=O)C(=O)[O-]